2-[2-acetyl-6-(difluoromethyl)phenyl]acetonitrile C(C)(=O)C1=C(C(=CC=C1)C(F)F)CC#N